5-chloro-3-(furan-3-ylmethyl)quinazolin ClC=1C2=CN(CN=C2C=CC1)CC1=COC=C1